10-(3-chlorophenyl)-3,3-dimethyl-2,3,4,10-tetrahydro-1H-indolo[1,2-a]indol-1-one ClC=1C=C(C=CC1)C1C=2C=CC=CC2N2C1=CC=1C(CC(CC21)(C)C)=O